7,11,14-trimethyl-3-methylenehexadeca-1,6,10,14-tetraene CC(=CCCC(C=C)=C)CCC=C(CCC(=CC)C)C